piperidine-1-carboxylic acid ethyl ester C(C)OC(=O)N1CCCCC1